CC(CC)O Methylpropan-1-ol